ClC=1C(=CC2=C(N(CN=C2)C=2C(=NC=CC2C)C(C)C)N1)F 7-Chloro-6-fluoro-1-(2-isopropyl-4-methyl-pyridin-3-yl)pyrido[2,3-d]pyrimidine